2-(indolin-4-yl)isothiazolidin-3-one 1,1-dioxide N1CCC2=C(C=CC=C12)N1S(CCC1=O)(=O)=O